3-(9-((4-(aminomethyl)phenyl)carbamoyl)-4,5-dihydrobenzo[b]thieno[2,3-d]oxepin-8-yl)-6-((1-methylcyclohexyl)carbamoyl)picolinic acid NCC1=CC=C(C=C1)NC(=O)C1=CC2=C(OCCC3=C2SC=C3)C=C1C=1C(=NC(=CC1)C(NC1(CCCCC1)C)=O)C(=O)O